Dimethyl-hexanamide CC(C(=O)N)(CCCC)C